3-[6-(2,8-diazaspiro[3.5]nonan-2-yl)-3-pyridyl]-5-[(1R)-1-(3,5-dichloro-4-pyridyl)ethoxy]-1H-indazole C1N(CC12CCCNC2)C2=CC=C(C=N2)C2=NNC1=CC=C(C=C21)O[C@H](C)C2=C(C=NC=C2Cl)Cl